N,N'-Di(naphthalene-1-yl)-N,N'-diphenyl-benzidine C1(=CC=CC2=CC=CC=C12)N(C1=CC=C(C=C1)C1=CC=C(N(C2=CC=CC=C2)C2=CC=CC3=CC=CC=C23)C=C1)C1=CC=CC=C1